cholestanoyl 3,5-diaminobenzoate NC=1C=C(C(=O)OC(C(C)CCC[C@@H](C)[C@H]2CC[C@H]3[C@@H]4CCC5CCCC[C@]5(C)[C@H]4CC[C@]23C)=O)C=C(C1)N